4-[(2,6-Diiodophenoxyethylsulfanyl)methyl]1,3-dihydroimidazole-2-thione IC1=C(OCCSCC=2NC(NC2)=S)C(=CC=C1)I